ethyl benzimidate C(C1=CC=CC=C1)(OCC)=N